CC1=C(C(=CC=C1C)O)CC1=CC=CC=C1 methylbenzyl-p-cresol